5-(3-bromo-5-(difluoromethyl)-2-methoxyphenoxy)-6-(1-hydroxyethyl)-3-(4-methoxybenzyl)-2,3-dihydropyrimidin-4(1H)-one BrC=1C(=C(OC=2C(N(CNC2C(C)O)CC2=CC=C(C=C2)OC)=O)C=C(C1)C(F)F)OC